5-(pyridin-3-ylmethoxy)isobenzofuran tert-butyl-N-[[4-[2-[4-[4-[4-[(2,6-dioxo-3-piperidyl)amino]phenyl]-1-piperidyl]butyl]pyrazolo[4,3-b]pyridin-7-yl]-2-methyl-phenyl]methyl]carbamate C(C)(C)(C)OC(NCC1=C(C=C(C=C1)C=1C=2C(N=CC1)=CN(N2)CCCCN2CCC(CC2)C2=CC=C(C=C2)NC2C(NC(CC2)=O)=O)C)=O.N2=CC(=CC=C2)COC2=CC1=COC=C1C=C2